benzyl 3-(4-chlorophenyl)-3-hydroxy-azetidine-1-carboxylate ClC1=CC=C(C=C1)C1(CN(C1)C(=O)OCC1=CC=CC=C1)O